methyl 2-(3-(2-(dimethylamino)ethyl)-6-oxo-4-(trifluoromethyl)pyridazin-1(6H)-yl)-4-methylpentanoate CN(CCC1=NN(C(C=C1C(F)(F)F)=O)C(C(=O)OC)CC(C)C)C